ClC=1C=C2C(CN(CC2=C(C1)Cl)C)C=1C=C(C=CC1)S(=O)(=O)NCCOCCC(C(=O)N)CC(=O)N 2-(2-(2-(3-(6,8-dichloro-2-methyl-1,2,3,4-tetrahydroisoquinolin-4-yl)phenylsulfonylamino)ethoxy)ethyl)succinamide